Bis(3,4-dihydroxyphenyl) sulfoxide OC=1C=C(C=CC1O)S(=O)C1=CC(=C(C=C1)O)O